6-[4-(1,3-benzodioxol-5-yl)phenyl]Methoxy-2-[2-(N,N-dimethylamino)ethyl]Tetralin O1COC2=C1C=CC(=C2)C2=CC=C(C=C2)COC=2C=C1CCC(CC1=CC2)CCN(C)C